NCCC1=C(C=CC=C1)[Pd+] [2-(2-aminoethyl)phenyl]Palladium (II)